ClC=1C(=C(C=CC1)NN1C(=CC=2C(NCCC21)=O)C2=C(C=NC=C2)C#C[C@@]2(N(CCC2)C(\C=C\CN(C)C)=O)C)OC [(3-chloro-2-methoxyphenyl)amino]-2-(3-{2-[(2R)-1-[(2E)-4-(dimethylamino)but-2-enoyl]-2-methylpyrrolidin-2-yl]ethynyl}pyridin-4-yl)-1H,5H,6H,7H-pyrrolo[3,2-c]pyridin-4-one